N[C@H](C#N)CC1=C(C=C(C=C1)C=1C=CC2=C(N(C(O2)=O)C([2H])([2H])[2H])C1)F (2S)-2-amino-3-{2-fluoro-4-[3-(2H3)methyl-2-oxo-1,3-benzoxazol-5-yl]phenyl}propanenitrile